cis-10-nonadecenoate C(CCCCCCCC\C=C/CCCCCCCC)(=O)[O-]